tert-butyl N-[4-[4-[4-[(2S)-2-amino-3-anilino-3-oxo-propyl]phenyl]-3-ethyl-phenoxy]butyl]carbamate N[C@@H](CC1=CC=C(C=C1)C1=C(C=C(OCCCCNC(OC(C)(C)C)=O)C=C1)CC)C(=O)NC1=CC=CC=C1